tert-butyl (2-(2-(3-((6-((5-methylpyridin-2-yl)carbamoyl)quinolin-5-yl)amino)-3-oxopropoxy)ethoxy)ethyl)carbamate CC=1C=CC(=NC1)NC(=O)C=1C(=C2C=CC=NC2=CC1)NC(CCOCCOCCNC(OC(C)(C)C)=O)=O